rac-N-{(6S,7S)-7-[([1,1'-biphenyl]-3-yl)methyl]-2-cyano-4,5,6,7-tetrahydropyrazolo[1,5-a]pyridin-6-yl}methanesulfonamide C1(=CC(=CC=C1)C[C@H]1[C@H](CCC=2N1N=C(C2)C#N)NS(=O)(=O)C)C2=CC=CC=C2 |r|